ClC1=NC(=CC(=C1)C1(CC2(CC2)C1)C1=NN=CN1C)OC 2-chloro-6-methoxy-4-[5-(4-methyl-4H-1,2,4-triazol-3-yl)spiro[2.3]hexan-5-yl]pyridine